4-(8-chloro-4-oxo-3,4-dihydro-quinazolin-2-yl)piperidine-1-carboxylic acid tert-butyl ester C(C)(C)(C)OC(=O)N1CCC(CC1)C1=NC2=C(C=CC=C2C(N1)=O)Cl